6,6'-iminodi-1-hexanol N(CCCCCCO)CCCCCCO